O=C1NC(CCC1N1C(N(C2=C1C=CC=C2)CCCCCC(=O)O)=O)=O 6-(3-(2,6-Dioxopiperidin-3-yl)-2-oxo-2,3-dihydro-1H-benzo[d]imidazol-1-yl)hexanoic acid